15-amino-2,3-dimethyl-4,14-dioxo-7,10-dioxa-3,13-diazaoctadecane-1,18-dioate NC(C(NCCOCCOCCC(N(C(C(=O)[O-])C)C)=O)=O)CCC(=O)[O-]